(S)-N-(3-(2-(((1S,3R)-3-hydroxy-3-methylcyclobutyl)amino)-6-morpholinopyridin-4-yl)-4-methylphenyl)-3-(2,2,2-trifluoroethyl)pyrrolidine-1-carboxamide OC1(CC(C1)NC1=NC(=CC(=C1)C=1C=C(C=CC1C)NC(=O)N1C[C@@H](CC1)CC(F)(F)F)N1CCOCC1)C